C(#N)C=1C=C(CNCCCCOCCNC2=NC3=C(C4=CN=CC=C24)C=CC(=C3)C(=O)N)C=CC1C1CC1 5-((2-(4-((3-cyano-4-cyclopropylbenzyl)amino)butoxy)ethyl)amino)benzo[c][2,6]naphthyridine-8-carboxamide